OC1=CC(=C(C=C1C)SC1=C(C=C(C(=C1)C)O)C1CCCCC1)C1CCCCC1 bis-(4-hydroxy-2-cyclohexyl-5-methylphenyl) sulfide